OC[C@@H](C)NC(=O)C1=CC2=CC=CC(=C2C=C1)OC1=CC=C(C=C1)C(F)(F)F (R)-N-(1-Hydroxypropan-2-yl)-5-(4-(trifluoromethyl)phenoxy)-2-naphthamide